Cl.NC1=CN(C2=C1C(N(C=C2)CCOC)=O)C 3-Amino-5-(2-methoxyethyl)-1-methyl-1,5-dihydro-4H-pyrrolo[3,2-c]pyridin-4-one hydrochloride